CC1(C2C(CC(C1)C(=O)[O-])(O2)CC2CC1C(CC2)O1)C 3-4-epoxy-5-methylcyclohexylmethyl-3,4-epoxy-5-methylcyclohexanecarboxylate